OCC1(CCOCC1)NC(=O)C1=C(OC2=C1C=C(C=C2)OCC=2SC=C(N2)C)C N-(4-(hydroxymethyl)tetrahydro-2H-pyran-4-yl)-2-methyl-5-((4-methylthiazol-2-yl)methoxy)benzofuran-3-carboxamide